N-((3S,4S)-3-((6-(2,6-dichloro-3,5-di-methoxyphenyl)-8-((2-methoxyeth-yl)amino)pyrido[3,4-d]pyrimidin-2-yl)amino)tetrahydro-2H-pyran-4-yl)acrylamide ClC1=C(C(=C(C=C1OC)OC)Cl)C1=CC2=C(N=C(N=C2)N[C@@H]2COCC[C@@H]2NC(C=C)=O)C(=N1)NCCOC